C1=CC=CC=2N(CC3=C(C#CC21)C=CC=C3)C(CCC(=O)N[C@H](C(NCCOCCOCCOCCOCCOCCOCCOC)=O)CC)=O (25S)-25-{[4-(11,12-didehydrodibenzo[b,f]azocin-5(6H)-yl)-4-oxobutanoyl]amino}-24-oxo-2,5,8,11,14,17,20-heptaoxa-23-azaheptacosane